N-[[2-(ethylamino)pyrimidin-4-yl]methyl]-2,4-dimethyl-7-oxo-6-(3,4,5-trichlorophenyl)-6-azabicyclo[3.2.1]oct-3-ene-8-carboxamide C(C)NC1=NC=CC(=N1)CNC(=O)C1C2C(C=C(C1N(C2=O)C2=CC(=C(C(=C2)Cl)Cl)Cl)C)C